P(=O)(O)(O)O.CO[SiH](OC)OC.CO[SiH](OC)OC.CO[SiH](OC)OC tris(trimethoxysilane) phosphate